4-[bis(trimethylsilyl)aminomethyl]Styrene C[Si](C)(C)N([Si](C)(C)C)CC1=CC=C(C=C)C=C1